C(C)(C)(C)OC(=O)N1CCC(CC1)(C=O)CC=1C=C(C(C(=O)OC)=CC1F)C(=O)OC Dimethyl 4-((1-(tert-butyloxycarbonyl)-4-formylpiperidin-4-yl)methyl)-5-fluorophthalate